NC=1N=NC(=CC1N1CCN(CC1)CC1=CC=C(C=C1)C1C(NC(CC1)=O)=O)C1=C(C=CC(=C1)F)O 3-(4-((4-(3-amino-6-(5-fluoro-2-hydroxyphenyl)pyridazin-4-yl)piperazin-1-yl)methyl)phenyl)piperidine-2,6-dione